FC(OC=1C=C(C=CC1)C1=NN(C=2C1=NC=C(C2)C(=O)NC2(CS(C2)(=O)=O)C)[C@@H](C)C(C)(C)O)F (S)-3-(3-(difluoromethoxy)phenyl)-1-(3-hydroxy-3-methylbutan-2-yl)-N-(3-methyl-1,1-dioxidothietan-3-yl)-1H-pyrazolo[4,3-b]pyridine-6-carboxamide